FC=1C=C(C=CC1)[C@H]1[C@@H](CN(C1)CCOC)NC(=O)NC1=CC(=NN1C)C1=CC=C(C=C1)F 1-((3S,4R)-4-(3-fluorophenyl)-1-(2-methoxyethyl)pyrrolidin-3-yl)-3-(3-(4-fluorophenyl)-1-methyl-1H-pyrazol-5-yl)urea